N-(4-(2-(4-Amino-1-methyl-1H-pyrazol-3-yl)-3H-imidazo[4,5-b]pyridin-7-yl)-2-(trifluoromethyl)benzyl)-3-(tert-butyl)-1,2,4-oxadiazole-5-carboxamide NC=1C(=NN(C1)C)C1=NC=2C(=NC=CC2C2=CC(=C(CNC(=O)C3=NC(=NO3)C(C)(C)C)C=C2)C(F)(F)F)N1